(R)-4-(2-methoxyphenyl)-2,3-dipentyl-9H-indeno[2,1-b]pyridine COC1=C(C=CC=C1)C1=C2C(=NC(=C1CCCCC)CCCCC)CC=1C=CC=CC12